C(CC1=CC=C(C=C1)O)C(=O)O deaminotyrosine